3-{[4-(propan-2-yloxy)benzyl]amino}pyridine CC(C)OC1=CC=C(CNC=2C=NC=CC2)C=C1